fluorocarboxyphenylboronic acid FC=1C(=C(C=CC1)B(O)O)C(=O)O